(S)-quinuclidin-3-yl (5-(2,3-dichloro-4-methoxyphenyl)-2,2-dimethyl-2,3-dihydro-1H-inden-1-yl)carbamate ClC1=C(C=CC(=C1Cl)OC)C=1C=C2CC(C(C2=CC1)NC(O[C@@H]1CN2CCC1CC2)=O)(C)C